3-(2-amino-6-(1-((5,6-dichloro-1H-indol-3-yl)methyl)-1H-1,2,3-triazol-4-yl)pyrimidin-4-yl)2-methylbenzonitrile NC1=NC(=CC(=N1)C=1C(=C(C#N)C=CC1)C)C=1N=NN(C1)CC1=CNC2=CC(=C(C=C12)Cl)Cl